C(CCCCCCCCCC)ON1C(CC(CC1(C)C)NC(C)=O)(C)C 1-undecyloxy-4-acetamido-2,2,6,6-tetramethylpiperidine